C1(=CC=CC=C1)C=1N=NNC1C=O 4-phenyl-1H-1,2,3-triazol-5-carbaldehyde